methyl 8-bromo-5-aminoimidazo[1,5-a]pyridin-3-carboxylate BrC=1C=2N(C(=CC1)N)C(=NC2)C(=O)OC